Methylthiophene-3-boronic acid pinacol ester CC=1SC=CC1B1OC(C)(C)C(C)(C)O1